5-fluoro-4-(6-((3-methyloxetan-3-yl)ethynyl)-2,3-dihydrobenzo[e][1,4]oxazepin-1(5H)-yl)quinazolin-2(1H)-one FC1=C2C(=NC(NC2=CC=C1)=O)N1CCOCC2=C1C=CC=C2C#CC2(COC2)C